tert-butyl (1R,5S)-3-(7-bromo-2-chloroquinazolin-4-yl)-3,8-diazabicyclo[3.2.1]octane-8-carboxylate BrC1=CC=C2C(=NC(=NC2=C1)Cl)N1C[C@H]2CC[C@@H](C1)N2C(=O)OC(C)(C)C